2,4-dichloro-3-methyl-5,6,7,8-tetrahydro-5,8-methanoquinoline ClC1=NC=2C3CCC(C2C(=C1C)Cl)C3